5-bromo-1-hexene BrC(CCC=C)C